acrylic Acid tert-butyl-4-(4-((1-(3-(difluoromethyl)-2-fluorophenyl)ethyl)amino)-2-methyl-7-oxo-7,8-dihydropyrido[2,3-d]pyrimidin-6-yl)-1H-pyrazole-1-carboxylate C(C)(C)(C)OC(=O)N1N=CC(=C1)C1=CC2=C(N=C(N=C2NC(C)C2=C(C(=CC=C2)C(F)F)F)C)NC1=O.C(C=C)(=O)O